COC=1C=C(C=C(C1)S(=O)(=O)C)NCC(=O)O 2-((3-methoxy-5-(methylsulfonyl)phenyl)amino)acetic acid